1-(2-(2-(2-chlorophenyl)acetyl)-2-azaspiro[3.3]hept-6-yl)-3-(4-methoxybenzyl)urea ClC1=C(C=CC=C1)CC(=O)N1CC2(C1)CC(C2)NC(=O)NCC2=CC=C(C=C2)OC